tert-butyl (1-((3-cyano-2-(trifluoromethyl)phenyl)sulfonyl)piperidin-4-yl)carbamate C(#N)C=1C(=C(C=CC1)S(=O)(=O)N1CCC(CC1)NC(OC(C)(C)C)=O)C(F)(F)F